N-[3-[5-chloro-2-(difluoromethoxy)phenyl]-1-(1-methyl-2-oxo-3-piperidyl)pyrazol-4-yl]pyrazolo[1,5-a]pyrimidine-3-carboxamide ClC=1C=CC(=C(C1)C1=NN(C=C1NC(=O)C=1C=NN2C1N=CC=C2)C2C(N(CCC2)C)=O)OC(F)F